tin imidazolium salt N1C=[NH+]C=C1.[Sn+4]